N-(4-amino-cis-cyclohexyl)-3-(4-hexyloxyphenyl)-N-methylpropionamide N[C@H]1CC[C@H](CC1)N(C(CCC1=CC=C(C=C1)OCCCCCC)=O)C